2-(3-fluorophenyl)[1,2]benzisoselenazol-3(2H)-one FC=1C=C(C=CC1)N1[Se]C2=C(C1=O)C=CC=C2